ClC=1C(=C(C=CC1)C(CC)O)F 1-(3-Chloro-2-fluorophenyl)propan-1-ol